FC1=C(C(=C2C=CN(C2=C1)S(=O)(=O)C1=CC=C(C)C=C1)SC)OC1=CC(=CC=C1)C1=NN(C(=N1)CC1=CC(=CC=C1)I)C 6-fluoro-5-(3-(5-(3-iodobenzyl)-1-methyl-1H-1,2,4-triazol-3-yl)phenoxy)-4-(methylsulfanyl)-1-tosyl-1H-indole